CCC1=C[C@H]2C[C@]3([C@@H]1[NH+](C2)CCC4=C3NC5=CC=CC=C45)C(=O)OC The molecule is an ammonium ion resulting from thr protonation of the tertiary amino group of catharanthine. It is a conjugate acid of a catharanthine.